3-(1,4-Dimethylcyclohex-3-en-1-yl)-propanal CC1(CC=C(CC1)C)CCC=O